(S)-6-(6-(1-hydroxyethyl)pyridin-3-yl)-4-(2-(tetrahydro-2H-pyran-4-yl)ethyl)-3,4-dihydropyrazino[2,3-b]pyrazin-2(1H)-one O[C@@H](C)C1=CC=C(C=N1)C=1N=C2C(=NC1)NC(CN2CCC2CCOCC2)=O